C1([C@H](O)[C@@H](O)[C@@H](O)[C@H](O1)CO)[C@](N(C1[C@H](O)[C@@H](O)[C@H](O)CO1)C1[C@H](O)[C@@H](O)[C@@H](O)[C@H](O1)CO)([C@H](O)C)C(=O)O galactosyl-galactosyl-xylosyl-threonine